(6-(2-(methylsulfonyl)ethyl)-1,6-diazaspiro[3.3]hept-1-yl)methanone Tert-butyl-(3S,4S)-4-hydroxy-3-methyl-piperidine-1-carboxylate C(C)(C)(C)OC(=O)N1C[C@@H]([C@H](CC1)O)C.CS(=O)(=O)CCN1CC2(CCN2C=O)C1